NC1=CC(CC(C1)C(C)C)=O 3-amino-5-isopropylcyclohex-2-enone